3,3'-dichloro-4,4'-biphenyl ClC=1C=CC=CC1C1=C(C=CC=C1)Cl